7-{5-[(3R)-3-[(4-fluorophenyl)methyl]piperidine-1-carbonyl]-6-methylpyridin-3-yl}-5-(trifluoromethyl)pyrrolo[2,1-f][1,2,4]triazin-4-amine FC1=CC=C(C=C1)C[C@@H]1CN(CCC1)C(=O)C=1C=C(C=NC1C)C1=CC(=C2C(=NC=NN21)N)C(F)(F)F